3-((1-(carboxymethyl)-1H-pyrazol-4-yl)amino)propionic acid C(=O)(O)CN1N=CC(=C1)NCCC(=O)O